potassium Perfluorooctanesulfonate FC(C(C(C(C(C(C(C(F)(F)F)(F)F)(F)F)(F)F)(F)F)(F)F)(F)F)(S(=O)(=O)[O-])F.[K+]